6-((4-methyl-5-nitrothiazol-2-yl)carbamoyl)-[1,1'-biphenyl] CC=1N=C(SC1[N+](=O)[O-])NC(=O)C1=CC=CC=C1C1=CC=CC=C1